FC(C=1C=CC(=NC1)C1(CCC1)O)(F)F 1-(5-(trifluoromethyl)pyridin-2-yl)cyclobutan-1-ol